1-(azetidin-3-ylmethyl)-2-methyl-1H-indazol-2-ium 2,2,2-trifluoroacetate FC(C(=O)[O-])(F)F.N1CC(C1)CN1[N+](=CC2=CC=CC=C12)C